1,2-diaminopropane-3-ol NCC(CO)N